S-(3-bromo-2-methylphenyl) acetothioate C(C)(SC1=C(C(=CC=C1)Br)C)=O